C(CCC)OC(C(C(C(=O)OCCCC)C(C)C)C(C)C)=O di-n-butyl-2,3-diisopropylsuccinate